C(#N)CNC(C1=CC=C(C=C1)C1=NC(=NC=C1C)NC1=CC=C(C=C1)N1CCC(CC1)NS(=O)(=O)C)=O N-(cyanomethyl)-4-(5-methyl-2-(4-(4-(methylsulfonamido)piperidin-1-yl)phenylamino)pyrimidin-4-yl)benzamide